N-[5-(1,3-benzothiazol-6-yl)-4-fluoro-2-[(3R,5S)-3,4,5-trimethylpiperazin-1-yl]phenyl]-4-(difluoromethyl)-1-methyl-6-oxopyridine-3-carboxamide S1C=NC2=C1C=C(C=C2)C=2C(=CC(=C(C2)NC(=O)C2=CN(C(C=C2C(F)F)=O)C)N2C[C@H](N([C@H](C2)C)C)C)F